4-hydroxy-3-(1,4,5-triphenyl-1H-imidazol-2-yl)benzaldehyde OC1=C(C=C(C=O)C=C1)C=1N(C(=C(N1)C1=CC=CC=C1)C1=CC=CC=C1)C1=CC=CC=C1